N-(4-methylbenzenesulfonyl)indole-2,3-dione CC1=CC=C(C=C1)S(=O)(=O)N1C(C(C2=CC=CC=C12)=O)=O